CN1N=C2N=C(C(=CC2=C1)NC(=O)N1CCC=2C1=NC=CC2N2CC(N(CC2)C(=O)OC(C)(C)C)(C)C)C tert-butyl 4-(1-((2,6-dimethyl-2H-pyrazolo[3,4-b]pyridin-5-yl) carbamoyl)-2,3-dihydro-1H-pyrrolo[2,3-b]pyridin-4-yl)-2,2-dimethylpiperazine-1-carboxylate